ClC=1C=C2C(=CC(=NC2=CC1)C(F)(F)F)N[C@@H]1C[C@@H](CCC1)NC(=O)C1=CN(C(=C1)C)CCF N-[(1R,3S)-3-{[6-chloro-2-(trifluoromethyl)quinolin-4-yl]amino}cyclohexyl]-1-(2-fluoroethyl)-5-methyl-1H-pyrrole-3-carboxamide